S1C(=CC=C1)N1C2=CC=CC=C2SC=2C=CC=CC12 10-(Thiophen-2-yl)-10H-phenothiazine